NC1=NNC2=CC=C(C(=C12)C)C1=C(C=C(C=C1)S(=O)(=O)NC1CC(C1)(C(F)(F)F)O)C 4-(3-amino-4-methyl-1H-indazol-5-yl)-N-((1s,3s)-3-hydroxy-3-(trifluoromethyl)cyclobutyl)-3-methylbenzenesulfonamide